BrC=1C(=C(N)C(=CC1F)C)F 3-bromo-2,4-difluoro-6-methyl-aniline